O[C@H]1[C@H](O[C@@]2(CCCO2)[C@@H]([C@H]1N1N=NC(=C1)C1=CC(=C(C(=C1)F)F)F)OC(C1=CC=NC=C1)=O)CO (5s,7r,8r,9s,10r)-8-hydroxy-7-(hydroxymethyl)-9-(4-(3,4,5-trifluorophenyl)-1H-1,2,3-triazol-1-yl)-1,6-dioxaspiro[4.5]dec-10-ylisonicotinate